siloxirane [SiH2]1OC1